FC(C(=O)O)(F)F.C1N(CC12CNC2)C2=CC=C(C=C2)C=2C=C(C1=CN(N=C1C2)C(C(=O)NC=2SC=CN2)C2=C1N(C=N2)CCC1)F 2-[6-[4-(2,6-diazaspiro[3.3]heptane-2-yl)phenyl]-4-fluoro-indazol-2-yl]-2-(6,7-dihydro-5H-pyrrolo[1,2-c]imidazol-1-yl)-N-thiazol-2-yl-acetamide trifluoroacetate